2-(7-amino-2-cyclopropyl-2-phenyl-naphtho[2,3-d][1,3]dioxolan-6-yl)propan-2-ol tert-butyl-3-nitro-7,8-dihydro-1,6-naphthyridine-6(5H)-carboxylate C(C)(C)(C)C1=NC=2CCN(CC2C=C1[N+](=O)[O-])C(=O)OC(C)(C)C1=CC2=CC3=C(OC(O3)(C3=CC=CC=C3)C3CC3)C=C2C=C1N